OCCOCCN1N=NC(=C1)C(=O)OC Methyl 1-(2-(2-hydroxyethoxy)ethyl)-1H-1,2,3-triazole-4-carboxylate